trans-4-carbonyl-4-(thiophene-2-yl)but-2-enoic acid C(=O)=C(/C=C/C(=O)O)C=1SC=CC1